OC1(C(C(CCC1)(C(=O)O)C(=O)O)(O)O)O tetrahydroxycyclohexanedicarboxylic acid